phenyl-[3-(pyrrolidine-1-yl)propyl]carbamic acid C1(=CC=CC=C1)N(C(O)=O)CCCN1CCCC1